FC(C(=O)O)(F)F.C(C)(=O)N1CCN(CCC1)C=1C=CC(=NC1)NC(=N)N 1-(5-(4-Acetyl-1,4-diazepan-1-yl)pyridin-2-yl)guanidine 2,2,2-trifluoroacetate